C(=C)C(C(C(C(C=C)(F)F)(F)F)(F)F)(F)F 1,4-divinylperfluorobutane